C(CCCC)OC(CC\C=C/C=C)OCCCCC (3Z)-7,7-dipentyloxy-1,3-heptadiene